ClC1=CC(=CC(=N1)N)C(F)(F)F 6-chloro-4-(trifluoromethyl)pyridin-2-amine